Tetraethylammonium Trichloride [Cl-].[Cl-].[Cl-].C(C)[N+](CC)(CC)CC.C(C)[N+](CC)(CC)CC.C(C)[N+](CC)(CC)CC